C(CCC)C1=NC(=C(C(N1C1=C(C=CC=C1OC)OC)=O)CC1=CC=C(C=C1)N1C(C=CC(=C1)Cl)=O)O 2-butyl-5-{[4-(5-chloro-2-oxo-1,2-dihydropyridin-1-yl)phenyl]methyl}-3-(2,6-dimethoxyphenyl)-6-hydroxy-3,4-dihydropyrimidin-4-one